FC=1C(=C(C=CC1)NC=1C(=NN2C1C(NC[C@@H]2C)=O)C2=C1C(=NC=C2)C=NN1)OC (7S)-3-[(3-fluoro-2-methoxyphenyl)amino]-7-methyl-2-{1H-pyrazolo[4,3-b]pyridin-7-yl}-5H,6H,7H-pyrazolo[1,5-a]pyrazin-4-one